C(C)(=O)O[C@H]1[C@@H](O[C@@H]([C@H]([C@@H]1OC(C)=O)OC(C)=O)C(=O)OC)OC1=C(C=C(C=C1)C=O)C(NCCNC(=O)OC(C)(C)C)=O (2S,3R,4S,5S,6S)-2-(2-((2-((tert-butoxycarbonyl)amino)ethyl)carbamoyl)-4-formylphenoxy)-6-(methoxycarbonyl)tetrahydro-2H-pyran-3,4,5-triyl triacetate